N-(2-bromophenyl)quinolin-3-amine BrC1=C(C=CC=C1)NC=1C=NC2=CC=CC=C2C1